N-(4-cyclopropyl-3-fluorobenzylidene)-2-methylpropane-2-sulfinamide C1(CC1)C1=C(C=C(C=NS(=O)C(C)(C)C)C=C1)F